1-(3-(4-Bromophenyl)propyl)-4-methylpiperazine BrC1=CC=C(C=C1)CCCN1CCN(CC1)C